(R)-4-chloro-5-methyl-5,6-dihydropyrido[2,3-d]pyrimidin-7(8H)-one ClC=1C2=C(N=CN1)NC(C[C@H]2C)=O